C(C)(C)C=1C(OC(C1)OC)(CO)OC isopropyl-2,5-dihydro-2,5-dimethoxy-2-furanmethanol